(nicotinoyloxy)methyl (R)-1-(2-chlorophenyl)-2-oxocyclohexylmethylcarbamate ClC1=C(C=CC=C1)[C@@]1(C(CCCC1)=O)CNC(OCOC(C1=CN=CC=C1)=O)=O